4,5-dimethyloctanediamine CC(CCC(N)N)C(CCC)C